Pyrrolo[3,2-c]Pyridine-2-carboxamide N1C(=CC=2C=NC=CC21)C(=O)N